4-cyclopropyl-3-(cyclopropylmethoxy)-N-(1-hydroxy-2-methylpropan-2-yl)benzamide C1(CC1)C1=C(C=C(C(=O)NC(CO)(C)C)C=C1)OCC1CC1